2-amino-1-methyl-1H-pyrrole NC=1N(C=CC1)C